1-(3-chloro-2-fluorobenzyl)-4-((3,5-difluoro-6-((5-methyl-1H-pyrazol-3-yl)amino)-4-propionyl-pyridin-2-yl)methyl)piperidine-4-carboxylic acid ClC=1C(=C(CN2CCC(CC2)(C(=O)O)CC2=NC(=C(C(=C2F)C(CC)=O)F)NC2=NNC(=C2)C)C=CC1)F